N-(morpholinomethyl)pyrazine-2-carboxamide O1CCN(CC1)CNC(=O)C1=NC=CN=C1